3-[3-[1-[14-[(4,6-difluoro-1H-indol-5-yl)oxy]-10-oxa-3,5,6-triazatricyclo[9.4.0.02,6]pentadeca-1(15),2,4,11,13-pentaen-4-yl]ethyl]-2-fluoro-phenyl]propanoic acid FC1=C2C=CNC2=CC(=C1OC1=CC=C2OCCCN3N=C(N=C3C2=C1)C(C)C=1C(=C(C=CC1)CCC(=O)O)F)F